[N+](=O)([O-])C=1C=C(C=CC1B(O)O)C1=CC=CC=C1 (3-nitro-[1,1'-biphenyl]-4-yl)boronic acid